[N+](=O)([O-])[O-].[Ag+].[Ag+].[N+](=O)([O-])[O-] silver-silver nitrate